3-bromo-1-((2-(trimethylsilyl)ethoxy)methyl)-1H-indazole BrC1=NN(C2=CC=CC=C12)COCC[Si](C)(C)C